6-(4-((6-methoxypyridin-3-yl)oxy)piperidin-1-yl)-2,5-dimethylpyrimidin-4-amine COC1=CC=C(C=N1)OC1CCN(CC1)C1=C(C(=NC(=N1)C)N)C